BrCC=1C=C(C(=NC1)N1C(NC(CC1)=O)=O)F 1-(5-(bromomethyl)-3-fluoropyridin-2-yl)dihydropyrimidine-2,4(1H,3H)-dione